NC1=C(CNC2CC(CCC2)S)C=C(C=C1Br)Br 3-[(2-Amino-3,5-dibromo-benzyl)amino]-cyclohexanthiol